Cl.Cl.Cl.CNC(=O)C1=NN(C2=C1C(CC=1C=NC(=NC21)NC2=CC=C(C=C2)N2CCN(CC2)C)(C)C)C 8-[4-(4-methyl-piperazin-1-yl)-phenylamino]-1,4,4-trimethyl-4,5-dihydro-1H-pyrazolo[4,3-h]quinazoline-3-carboxylic acid methylamide tri-hydrochloride salt